2-(2-hydroxyphenyl)(4-hydroxyphenyl)propane oxopentenoate O=C(C=CC(=O)O)C.OC1=C(C=CC=C1)C(CC1=CC=C(C=C1)O)C